N-(4,4-diethyl-7-(trifluoromethyl)-4H-chromeno[4,3-d]thiazol-2-yl)-2-hydroxy-4,6-dimethoxypyrimidine-5-carboxamide C(C)C1(OC=2C=C(C=CC2C=2N=C(SC21)NC(=O)C=2C(=NC(=NC2OC)O)OC)C(F)(F)F)CC